3-[({6-[4-(dibutylcarbamoyl)-1,5-dimethyl-1H-pyrrol-2-yl]-7-{[(3R)-3-methyl-3,4-dihydroisoquinolin-2(1H)-yl]carbonyl}-3,4-dihydroisoquinolin-2(1H)-yl}carbonyl)oxy]benzoic acid C(CCC)N(C(=O)C=1C=C(N(C1C)C)C=1C=C2CCN(CC2=CC1C(=O)N1CC2=CC=CC=C2C[C@H]1C)C(=O)OC=1C=C(C(=O)O)C=CC1)CCCC